O1C(=NC=C1)C(=O)[O-] oxazol-ate